ClC1=CC(=C(C=N1)S(=O)(=O)Cl)C1=CC(=CC=C1)OC 6-chloro-4-(3-methoxyphenyl)pyridine-3-sulfonyl chloride